C(C)(C)(C)OC(N(C=1C(=C(C=C2C3=C(NC12)N=CC(=C3Cl)Cl)F)Cl)C)=O N-methyl-N-(3,4,7-trichloro-6-fluoro-9H-pyrido[2,3-b]indol-8-yl)carbamic acid tert-butyl ester